N2-methyl-6-(3'-methylbiphenyl-2-yloxy)pyridine-2,3-diamine CNC1=NC(=CC=C1N)OC1=C(C=CC=C1)C1=CC(=CC=C1)C